7-((6-(4-acetylpiperazin-1-yl)pyridin-3-yl)amino)-1-methyl-3-(2-methyl-5-(5-(2-(trifluoromethoxy)phenyl)-1H-imidazol-2-yl)phenyl)-3,4-dihydropyrimido[4,5-d]pyrimidin-2(1H)-one C(C)(=O)N1CCN(CC1)C1=CC=C(C=N1)NC1=NC=C2C(=N1)N(C(N(C2)C2=C(C=CC(=C2)C=2NC(=CN2)C2=C(C=CC=C2)OC(F)(F)F)C)=O)C